O=C1C(=CC(=NN1COCC[Si](C)(C)C)CC=1C=C(C(=O)N)C=CC1)C(F)(F)F 3-[[6-oxo-5-(trifluoromethyl)-1-(2-trimethylsilylethoxymethyl)pyridazin-3-yl]methyl]benzamide